4-((3-(2H-1,2,3-triazol-2-yl)phenyl)amino)-2-(((1R,2S)-2-aminocyclohexyl)amino)pyrimidine-5-carboxamide N=1N(N=CC1)C=1C=C(C=CC1)NC1=NC(=NC=C1C(=O)N)N[C@H]1[C@H](CCCC1)N